1-{3-[(4-fluoro-2-methoxy-5-nitrophenyl)amino]indol-1-yl}ethanone FC1=CC(=C(C=C1[N+](=O)[O-])NC1=CN(C2=CC=CC=C12)C(C)=O)OC